2-acetyl-3,4,5-trimethoxy-3,4-dimethoxy-benzoic acid methyl ester COC(C1=C(C(C(C(=C1)OC)(OC)OC)(OC)OC)C(C)=O)=O